alpha-valerolactone C1(C(CCC)O1)=O